3-bromo-5-(1-(3-chloro-5-fluorophenoxy)-5-((tetrahydro-2H-pyran-2-yl)oxy)pentyl)-1-(methoxymethyl)-1H-1,2,4-triazole BrC1=NN(C(=N1)C(CCCCOC1OCCCC1)OC1=CC(=CC(=C1)F)Cl)COC